((methylsulfonyl)oxy)pyrrolidine-1-carboxylate CS(=O)(=O)OC1N(CCC1)C(=O)[O-]